6-(4-(1,4-Dimethyl-1H-pyrazol-5-yl)-3,3-dimethyl-1-piperidinyl)-4-(3-(4-(2-propenoyl)-1-piperazinyl)-1-azetidinyl)-2-(trifluoromethyl)-3-pyridinecarbonitrile CN1N=CC(=C1C1C(CN(CC1)C1=CC(=C(C(=N1)C(F)(F)F)C#N)N1CC(C1)N1CCN(CC1)C(C=C)=O)(C)C)C